(S)-1-(3-chloro-4-fluorophenyl)ethan-1-amine hydrochloride Cl.ClC=1C=C(C=CC1F)[C@H](C)N